methyl-thio-4-trifluoromethylbenzoic acid CSC1=C(C(=O)O)C=CC(=C1)C(F)(F)F